tert-butyl 2-(2-pyridyl)-7,8-dihydro-5H-pyrido[4,3-d]pyrimidine-6-carboxylate N1=C(C=CC=C1)C=1N=CC2=C(N1)CCN(C2)C(=O)OC(C)(C)C